1,3-bis-(2,4-dichlorophenylmethoxy)-2-ethylimidazole ClC1=C(C=CC(=C1)Cl)CON1C(N(C=C1)OCC1=C(C=C(C=C1)Cl)Cl)CC